CC1(C(CCC2=CC=CC=C12)(C(=O)O)C(=O)O)C1CC(=O)OC1=O 1-methyl-dicarboxyl-1,2,3,4-tetrahydro-1-naphthalenesuccinic anhydride